4-(spiro[3,4-epoxycyclohexane-1,5'-[1,3]dioxane]-2'-yl)-1,2-epoxycyclohexane O1C(OCC2(C1)CC1C(CC2)O1)C1CC2C(CC1)O2